CN1N=C2C(CN(C=3C(=CC=CC23)NC(OC(C)(C)C)=O)C)=C1 tert-butyl (2,5-dimethyl-4,5-dihydro-2H-pyrazolo[4,3-c]-quinolin-6-yl)carbamate